methyl (2Z)-2-{[(benzyloxy)carbonyl]amino}-3-(4-methoxy-2-naphthyl)acrylate C(C1=CC=CC=C1)OC(=O)N\C(\C(=O)OC)=C/C1=CC2=CC=CC=C2C(=C1)OC